FC=1C=CC2=C(CC[C@H]3N(C2=O)C[C@@H](CC3)C=3SC=C(N3)C3=NC=CC=C3)C1 (3R,12aS)-9-fluoro-3-[4-(pyridin-2-yl)-1,3-thiazol-2-yl]-1,3,4,11,12,12a-hexahydropyrido[1,2-b][2]benzazepin-6(2H)-one